6-(3-(quinolin-6-ylmethyl)-[1,2,4]triazolo[4,3-b]pyridazin-6-yl)isoindol-1-one N1=CC=CC2=CC(=CC=C12)CC1=NN=C2N1N=C(C=C2)C2=CC=C1C=NC(C1=C2)=O